4-(2-allyloxyphenyl)-2-butanone C(C=C)OC1=C(C=CC=C1)CCC(C)=O